Cl.FC1=CC=C(C=C1)C1=CC(=C(C=C1)C1CNCC1)C1=NN(C=C1)C 3-(4'-fluoro-4-(pyrrolidin-3-yl)-[1,1'-biphenyl]-3-yl)-1-methyl-1H-pyrazole hydrochloride